CC(CC(=O)OC)CCC(C)C methyl 3,6-dimethylheptanoate